C1(CC1)NC(C1=CC=C(C=C1)NC1=NC=C(C(=N1)NC=1C=CC2=C(NC(O2)=O)C1)C)=O N-Cyclopropyl-4-[5-methyl-4-(2-oxo-2,3-dihydro-benzooxazol-5-ylamino)-pyrimidin-2-ylamino]-benzamide